CN1CC2=CC=C(C=C2CC1=O)C=1CCN(CC1)C 2-methyl-6-(1-methyl-3,6-dihydro-1H-pyridin-4-yl)-1,4-dihydroisoquinolin-3-one